C(C)N(CC)C[Si](OCC)(OCC)OCC Diethylaminomethyl-triethoxysilan